COC1=C(C=CC(=C1)NC=1N=C(C2=C(N1)NC=C2)N2OCC[C@H]2C2=CC=CC=C2)N2CCC(CC2)N2CCN(CC2)CCO (S)-2-(4-(1-(2-methoxy-4-((4-(3-phenylisoxazolidin-2-yl)-7H-pyrrolo[2,3-d]pyrimidin-2-yl)amino)phenyl)piperidin-4-yl)piperazin-1-yl)ethan-1-ol